2-(2,4-Dichloro-phenyl)-5-ethyl-1-[4-(5-nitrooxy-pent-1-ynyl)-phenyl]-1H-imidazole-4-carboxylic acid morpholin-4-ylamide N1(CCOCC1)NC(=O)C=1N=C(N(C1CC)C1=CC=C(C=C1)C#CCCCO[N+](=O)[O-])C1=C(C=C(C=C1)Cl)Cl